FC(COC1=C(C(=CC=C1C1CCN(CC1)C)N)N)F 3-(2,2-difluoroethoxy)-4-(1-methylpiperidin-4-yl)benzene-1,2-diamine